4-[5-(3-phenylpyrazol-1-yl)-2-(4-pyridinyl)pyrazolo[1,5-a]pyrimidin-7-yl]morpholine C1(=CC=CC=C1)C1=NN(C=C1)C1=NC=2N(C(=C1)N1CCOCC1)N=C(C2)C2=CC=NC=C2